2-((4-fluorophenyl)ethynyl)aniline tert-butyl-5-amino-4-(5-(chloromethyl)-1-oxoisoindolin-2-yl)-5-oxopentanoate C(C)(C)(C)OC(CCC(C(=O)N)N1C(C2=CC=C(C=C2C1)CCl)=O)=O.FC1=CC=C(C=C1)C#CC1=C(N)C=CC=C1